N2-[(9H-fluoren-9-ylmethoxy)carbonyl]-L-asparagine C1=CC=CC=2C3=CC=CC=C3C(C12)COC(=O)N[C@@H](CC(N)=O)C(=O)O